BrC=1C=C2C(=CC1)C(NCC21COC1)=O 6-Bromo-2,3-dihydro-1H-spiro[isoquinolin-4,3'-oxetan]-1-one